1-Phenylmethoxycarbonylpiperidine-4-carboxylic acid C1(=CC=CC=C1)COC(=O)N1CCC(CC1)C(=O)O